2-chloro-2-fluoro-3,3-bis(trifluoromethyl)oxirane ClC1(OC1(C(F)(F)F)C(F)(F)F)F